C(C)(C)NC(O[C@H]1C[C@H](CC1)C1=CC(=NN1)NC(COC1=C(C(=CC(=C1)C#N)O)C=O)=O)=O (1R,3S)-3-(3-(2-(5-cyano-2-formyl-3-hydroxyphenoxy)acetamido)-1H-pyrazol-5-yl)cyclopentyl isopropylcarbamate